[Cl].C(=C)N1C=NC=C1 3-vinyl-imidazole chlorine